C(C)(C)(C)[Si](O[C@@H](COC(C1=CC=CC=C1)(C1=CC=CC=C1)C1=CC=CC=C1)C)(C)C (R)-tert-butyldimethyl-((1-(trityloxy)propan-2-yl)oxy)silane